m-aminophenylalanine NC=1C=C(C[C@H](N)C(=O)O)C=CC1